(S)-3-((tert-butoxycarbonyl)amino)-4-(difluoromethylene)-cyclopent-1-ene-1-carboxylic acid C(C)(C)(C)OC(=O)N[C@H]1C=C(CC1=C(F)F)C(=O)O